C(C1=CC=CC=C1)OC(=O)N1C[C@@H]([C@@H](C1)O)C(NC1CC1)=O (3S,4S)-3-(cyclopropylcarbamoyl)-4-hydroxypyrrolidine-1-carboxylic acid benzyl ester